Ethyl 4-((3-chloro-4-fluorophenyl) amino)-7-methyl-1H-indole-2-carboxylate ClC=1C=C(C=CC1F)NC1=C2C=C(NC2=C(C=C1)C)C(=O)OCC